ClC1=CC=C2C(CC(OC2=C1)(C)C)NC(=O)[C@H]1[C@@H](C1)[C@@H](CCOC)N1C(NC(CC1=O)(C)C)=[NH2+] [1-[(1R)-1-[(1R,2R)-2-[(7-chloro-2,2-dimethyl-chroman-4-yl)carbamoyl]cyclopropyl]-3-methoxypropyl]-4,4-dimethyl-6-oxo-hexahydropyrimidin-2-ylidene]ammonium